C12CN(CC2C1)C1=CC=C(C(=N1)C)CN1N=C(C(=C1)C(=O)N[C@@H]1CCC=2N(C=NC21)C)CO 1-[(6-{3-azabicyclo[3.1.0]hex-3-yl}-2-methylpyridin-3-yl)methyl]-3-(hydroxymethyl)-N-[(4R)-1-methyl-1H,4H,5H,6H-cyclopenta[d]imidazol-4-yl]-1H-pyrazole-4-carboxamide